(3S,5S,8R,9S,10R,13R,14S,17R)-5,14-dihydroxy-10,13-dimethyl-17-(2-oxo-2H-pyran-5-yl)hexadecahydro-1H-cyclopenta[a]phenanthren-3-yl 3-oxopiperazine-1-carboxylate O=C1CN(CCN1)C(=O)O[C@H]1CC[C@@]2([C@H]3CC[C@@]4([C@H](CC[C@@]4([C@@H]3CC[C@@]2(C1)O)O)C=1C=CC(OC1)=O)C)C